2'-deoxy-2',2'-difluoroguanosine triphosphate P(O)(=O)(OP(=O)(O)OP(=O)(O)O)OC[C@@H]1[C@H](C([C@@H](O1)N1C=NC=2C(=O)NC(N)=NC12)(F)F)O